2-(N-Boc-amino)-phenylisocyanide C(=O)(OC(C)(C)C)NC1=C(C=CC=C1)[N+]#[C-]